tert-Butyl 6-[4-(2,7-dioxoazepan-3-yl)-3-oxopiperazin-1-yl]pyridine-3-carboxylate O=C1NC(CCCC1N1C(CN(CC1)C1=CC=C(C=N1)C(=O)OC(C)(C)C)=O)=O